CN1[C@H](CCCC1)C(=O)O D-N-methyl-Pipecolinic Acid